C1(=CC=CC=C1)S(=O)(=O)OC1=C(C=CC=C1)NC(=O)NC1=C(C=CC=C1)OS(=O)(=O)CC1=CC=CC=C1 N-[2-(phenylsulfonyloxy)phenyl]-N'-[2-(benzylsulfonyloxy)phenyl]urea